C(C)(=O)[O-].C(CCCCCCCC)[NH+]1C(CCCC1)C 1-Nonyl-2-Methylpiperidinium acetat